(5aR,5bS,7aS,10aS,10bR)-2-((4-hydroxyphenyl)amino)-5a,7a-dimethyl-4,5,5a,5b,6,7,7a,9,10,10a,10b,11,12,12a-tetradecahydro-8H-cyclopenta[7,8]phenanthro[2,1-d]thiazol-8-one OC1=CC=C(C=C1)NC=1SC2=C(N1)CC[C@@]1([C@H]3CC[C@]4([C@H]([C@@H]3CCC12)CCC4=O)C)C